(S)-3-(3,4-dichlorophenyl)-1-ethyl-1,3,8-triazaspiro[4.6]undecane-2,4-dione ClC=1C=C(C=CC1Cl)N1C(N([C@]2(C1=O)CCNCCC2)CC)=O